C(C)(C)(C)OC(=O)NC1=NC2=NC=C(N=C2C(N1)=O)CO 2-(tert-Butoxycarbonylamino)-6-(hydroxymethyl)-3H-pteridin-4-one